FC1(CCC(CC1)COC1=CC=CC2=C1NC=N2)F 7-((4,4-difluorocyclohexyl)methoxy)-1H-benzo[d]imidazole